Triazolo[1,5-a]Pyrazine-2-amine N1N(C=C2N1C=CN=C2)N